3-acetyl-7-{[4-(4-fluoro-2-methoxyphenyl)pyrimidin-2-yl]amino}-4-(piperidin-1-yl)-2H-benzopyran-2-one C(C)(=O)C=1C(OC2=C(C1N1CCCCC1)C=CC(=C2)NC2=NC=CC(=N2)C2=C(C=C(C=C2)F)OC)=O